COC(C(=O)N1C(CCC(C1)C)C=1C=CC2=C(CC3(CCN(CC3)C)O2)C1)=O 2-(5-Methyl-2-(1'-methyl-3H-spiro[benzofuran-2,4'-piperidin]-5-yl)piperidin-1-yl)-2-oxoacetic acid methyl ester